BrC=1C(N(C2=CC(=NC=C2C1)Cl)CC1CC1)=O 3-bromo-7-chloro-1-(cyclopropylmethyl)-1,6-naphthyridin-2-one